2-Chloro-4-(8-(4-(4-((4-(4-((2,6-dioxopiperidin-3-yl)amino)phenyl)piperazin-1-yl)methyl)piperidine-1-carbonyl)phenyl)-3-methyl-2,8-diaza-spiro[4.5]decan-2-yl)-benzonitrile ClC1=C(C#N)C=CC(=C1)N1CC2(CC1C)CCN(CC2)C2=CC=C(C=C2)C(=O)N2CCC(CC2)CN2CCN(CC2)C2=CC=C(C=C2)NC2C(NC(CC2)=O)=O